CN(C(=O)[C@@H]1OCCCC1)C=1C=C2C(=NC1)N=C(N2)C2=NNC=1C[C@@]3([C@H](CC21)C3)C (R)-N-Methyl-N-(2-((4aS,5aR)-5a-methyl-1,4,4a,5,5a,6-hexahydrocyclopropa[f]indazol-3-yl)-1H-imidazo[4,5-b]pyridin-6-yl)tetrahydro-2H-pyran-2-carboxamide